C(C)S[C@H]1[C@@H]([C@H]([C@@H]2OC(OC[C@H]2O1)C1=CC=CC=C1)O)O (4aR,6S,7R,8R,8aS)-6-(ethylthio)-2-phenylhexahydropyrano[3,2-d][1,3]dioxine-7,8-diol